(1s,3s)-methyl 1-(3-bromophenyl)-3-fluorocyclobutane-carboxylate BrC=1C=C(C=CC1)C1(CC(C1)F)C(=O)OC